2-(trifluorometh-oxy)benzene-sulfonyl chloride FC(OC1=C(C=CC=C1)S(=O)(=O)Cl)(F)F